OC1=C(C=C(C=C1OC)C(C(=O)O)O)C(C(=O)O)O 2,2'-(4-hydroxy-5-methoxy-1,3-phenylene)bis(2-hydroxyacetic acid)